ClC=1C=C(C=CC1F)S(=O)(=O)NCCNS(=O)(=O)C1=CC=C(C=C1)OC(F)(F)F 3-chloro-4-fluoro-N-(2-((4-(trifluoromethoxy)phenyl)sulfonamido)ethyl)benzenesulfonamide